BrC1=CC=C2C(=CNC2=C1)C(C(F)F)O 1-(6-bromo-1H-indol-3-yl)-2,2-difluoroethane-1-ol